C(CCCCCCCC)N(CCN1CCN(CC1)CCN(CCN(CCCCCCCCC)CCCCCCCCC)CCCCCCCCC)CCCCCCCCC N1-(2-(4-(2-(dinonylamino)ethyl)piperazin-1-yl)ethyl)-N1,N2,N2-trinonylethane-1,2-diamine